CC=1SC(=CC1)C(S(=O)(=O)C1=CC=CC=C1)C1=CC=CC=C1 2-methyl-5-(phenyl-(benzenesulfonyl)methyl)thiophene